C1(CC1)C1=C(C(=C2CCCC2=C1)NC(=O)N=[S@@](=O)(N)C1=CN=C(S1)C(C)(C)O)C |o1:16| (S) or (R)-N'-((6-cyclopropyl-5-methyl-2,3-dihydro-1H-inden-4-yl)carbamoyl)-2-(2-hydroxypropan-2-yl)thiazole-5-sulfonimidamide